2-chloro-N-(3-((4-((1-(3,3-dimethylcyclohexyl)-3,3-difluoropiperidin-4-yl)amino)-6,7-dimethoxyquinazolin-2-yl)amino)propyl)acetamide ClCC(=O)NCCCNC1=NC2=CC(=C(C=C2C(=N1)NC1C(CN(CC1)C1CC(CCC1)(C)C)(F)F)OC)OC